(R)-4-(4-(4-(6-(2-(2,4-difluorophenyl)-1,1-difluoro-2-hydroxy-3-(1H-tetrazol-1-yl)propyl)pyridin-3-yl)phenyl)piperazine-1-carbonyl)benzonitrile FC1=C(C=CC(=C1)F)[C@](C(F)(F)C1=CC=C(C=N1)C1=CC=C(C=C1)N1CCN(CC1)C(=O)C1=CC=C(C#N)C=C1)(CN1N=NN=C1)O